C(#N)C1=C(C=CC=C1)N1CCC(CC1)[C@@H](CO)NC(=O)NC=1N=C(SC1)C#C (S)-1-(1-(1-(2-Cyanophenyl)piperidin-4-yl)-2-hydroxyethyl)-3-(2-ethynylthiazol-4-yl)urea